tert-butyl N-[4-(3-methoxyphenyl)-2-oxo-1H-1,7-phenanthrolin-3-yl]carbamate COC=1C=C(C=CC1)C1=C(C(NC2=C3C=CC=NC3=CC=C12)=O)NC(OC(C)(C)C)=O